(4-methylthiophenyl)methyl-phenyl-sulfonium triflate [O-]S(=O)(=O)C(F)(F)F.CSC1=CC=C(C=C1)C[SH+]C1=CC=CC=C1